(8R)-5-(7H-pyrrolo[2,3-d]pyrimidin-4-yl)-5-azaspiro[2.5]octane-8-carboxylate N1=CN=C(C2=C1NC=C2)N2CC1(CC1)[C@@H](CC2)C(=O)[O-]